6-(1-(8-(Cyclopropylmethyl)-8-azabicyclo[3.2.1]octan-3-yl)piperidin-4-yl)-4-fluoro-1-methyl-2-(4-(methylsulfonyl)phenyl)-1H-benzo[d]imidazol C1(CC1)CN1C2CC(CC1CC2)N2CCC(CC2)C=2C=C(C1=C(N(C(=N1)C1=CC=C(C=C1)S(=O)(=O)C)C)C2)F